picolyl-benzamide N1=C(C=CC=C1)CC1=C(C(=O)N)C=CC=C1